COC1=C(C=CC=C1)C1=C(C(=O)NC2=NN=C(S2)OCC(=O)OCC)C=CN=C1 ethyl 2-((5-(3-(2-methoxyphenyl)isonicotinamido)-1,3,4-thiadiazol-2-yl)oxy)acetate